FC1=C2C(=C(NC2=CC(=C1)F)C1=CC=C(C=C1)F)C=O 4,6-DIFLUORO-2-(4-FLUOROPHENYL)-1H-INDOLE-3-CARBOXALDEHYDE